C(C)(C)(C)OC(N(C)[C@H]1C[C@H](CCC1)C=1OC(=NN1)C=1N(C=NC1C)CC(F)F)=O N-[(1R,3S)-3-[5-[3-(2,2-difluoroethyl)-5-methyl-imidazol-4-yl]-1,3,4-oxadiazol-2-yl]cyclohexyl]-N-methyl-carbamic acid tert-butyl ester